pyrimidine-5-carbaldehyde O-benzyl oxime C(C1=CC=CC=C1)ON=CC=1C=NC=NC1